5-bromo-2-(1,2,2-trimethylpiperidin-4-yl)benzo[d]thiazole BrC=1C=CC2=C(N=C(S2)C2CC(N(CC2)C)(C)C)C1